C(C)OCC1CCC2=CC=3CCCC3C(=C12)NC(=O)N=S(=O)(N)C=1C=NN2C1OCCC2 N'-((3-(ethoxymethyl)-1,2,3,5,6,7-hexahydro-s-indacen-4-yl)carbamoyl)-6,7-dihydro-5H-pyrazolo[5,1-b][1,3]oxazine-3-sulfonimidamide